1-(2-(4-(((3aR,5R,6aS)-2-((S)-2-hydroxypropanoyl)octahydrocyclopenta[c]-pyrrol-5-yl)amino)-1H-pyrrolo[2,3-b]pyridin-5-yl)thiazol-5-yl)pyrrolidin-2-one O[C@H](C(=O)N1C[C@@H]2[C@H](C1)CC(C2)NC2=C1C(=NC=C2C=2SC(=CN2)N2C(CCC2)=O)NC=C1)C